N1(CCC1)C1=NC=C(C=N1)CN1N=CC(=C1)NC(=O)C1=NC(=CN=C1)C1=C(C(=CC=C1OC(F)F)Cl)F N-(1-((2-(Azetidin-1-yl)pyrimidin-5-yl)methyl)-1H-pyrazol-4-yl)-6-(3-chloro-6-(difluoromethoxy)-2-fluorophenyl)pyrazine-2-carboxamide